2-(3-{[4-methyl-5-(thiophen-2-yl)-1,2,4-triazol-3-yl]sulfanyl}propyl)isoindole-1,3-dione CN1C(=NN=C1C=1SC=CC1)SCCCN1C(C2=CC=CC=C2C1=O)=O